1-[6-(3-methoxy-4-methyl-phenoxy)-5-methyl-3-pyridyl]-3H-imidazo[4,5-c]pyridin COC=1C=C(OC2=C(C=C(C=N2)N2CNC=3C=NC=CC32)C)C=CC1C